Trimethoxy-(2-phenylethyl)-silan CO[Si](CCC1=CC=CC=C1)(OC)OC